O=C1N(CC2=C(C=CC=C12)NCCCCN1CCC(CC1)CN1CCNCC1)C1C(NC(CC1)=O)=O 3-[1-oxo-4-[4-[4-(piperazin-1-ylmethyl)-1-piperidyl]butylamino]isoindolin-2-yl]piperidine-2,6-dione